5-methoxy-2-(6-(methyl-(piperidin-4-yl)amino)-pyridazin-3-yl)isoindolin-1-one COC=1C=C2CN(C(C2=CC1)=O)C=1N=NC(=CC1)N(C1CCNCC1)C